C[Si](C=C[SiH2]C(N(CC)CC)N(CC)CC)(OC)OC 1-methyldimethoxysilyl-2-bis(diethylamino)methylsilylethylene